(2-(4,4-dimethyl-1-(2-((4-methyl-2-(methylcarbamoyl)thiophen-3-yl)amino)-2-oxoethyl)piperidin-1-ium-1-yl)acetyl)(isoxazol-3-yl)amide CC1(CC[N+](CC1)(CC(=O)NC1=C(SC=C1C)C(NC)=O)CC(=O)[N-]C1=NOC=C1)C